C(C)(C)(C)OC(=O)N1CCC(CC1)C1CCN(CC1)C=1C=NC(=CC1)C(=O)OC 1'-(6-(methoxycarbonyl)pyridin-3-yl)-[4,4'-bipiperidine]-1-carboxylic acid tert-butyl ester